ClC=1C=C(C=C(C1OC[C@H](CCl)O)Cl)S(=O)(=O)C1=CC=C(OC[C@H](CO)O)C=C1 (S)-3-(4-((3,5-dichloro-4-((R)-3-chloro-2-hydroxypropoxy)phenyl)sulfonyl)phenoxy)propane-1,2-diol